4,6,10-hexadecatrien-1-ol C(CCC=CC=CCCC=CCCCCC)O